C1(=CC=CC=C1)P(\C(=C\C1=CC=C(C=C1)C)\C1=CC=C(C=C1)C(F)(F)F)(C1=CC=CC=C1)=O (E)-diphenyl-(2-(p-tolyl)-1-(4-(trifluoromethyl)phenyl)vinyl)phosphine oxide